C(C)OC=1C(=NC=C(C1)CN1C(C2=CC(=CC(=C2CC1)CN1CC(C1)C)CN1C(=NC=C1)NC)=O)C#N 3-ethoxy-5-((7-((2-(methylamino)-1H-imidazol-1-yl)methyl)-5-((3-methylazetidin-1-yl)methyl)-1-oxo-3,4-dihydroisoquinolin-2(1H)-yl)methyl)picolinonitrile